C(C=C)(=O)OCCC[Si](O[Si](C)(C)C)(O[Si](C)(C)C)C acryloyloxypropylmethyldi(trimethylsiloxy)silane